CN1[C@H]2CC(C[C@@H]1CCC2)C2=NN1C(N=C(C3=CC=CC=C13)N)=C2 ((1R,3R,5S)-9-methyl-9-azabicyclo[3.3.1]nonan-3-yl)pyrazolo[1,5-a]quinazolin-5-amine